2-(4-(bromomethyl)-2-chlorophenyl)-4,4,5,5-tetramethyl-1,3,2-dioxaborolan BrCC1=CC(=C(C=C1)B1OC(C(O1)(C)C)(C)C)Cl